2-(5-((E)-((1S,2S,5S,6R)-2,6-difluoro-1-methyl-8-azabicyclo[3.2.1]octan-3-ylidene-5-d)methyl)pyrazin-2-yl)-5-(1H-imidazol-1-yl)phenol F[C@@H]\1[C@@]2(C[C@H]([C@](C/C1=C\C=1N=CC(=NC1)C1=C(C=C(C=C1)N1C=NC=C1)O)(N2)[2H])F)C